6-methyl-4-(6-(4-(2-morpholinoethoxy)phenyl)quinolin-2-yl)-1-tosyl-1,6-dihydro-7H-pyrrolo[2,3-c]pyridin-7-one CN1C(C2=C(C(=C1)C1=NC3=CC=C(C=C3C=C1)C1=CC=C(C=C1)OCCN1CCOCC1)C=CN2S(=O)(=O)C2=CC=C(C)C=C2)=O